NCCN(CCO)CCO 2-[(2-aminoethyl)-(2-hydroxyethyl)-amino]-ethanol